(+-)-2-(2-nitro-2-propyl)cyclohexanone [N+](=O)([O-])C(C)(C)[C@@H]1C(CCCC1)=O |r|